C(CC)SCC#N 2-(propylsulfanyl)acetonitrile